CO[Si](CC1CCCCC1)(C)C methoxydimethyl(cyclohexylmethyl)silane